IC=1C=C(C=CC1)NC(OC(C)(C)C)=O tert-butyl N-(3-iodophenyl)carbamate